C(C)(C)(C)[C@@H]1CC=2C=C3C(=NC2CC1)SC(=C3)C(=O)N[C@H](CCN3CCCCC3)C3=CC=C(C=C3)C=3C=NC=NC3 |r| rac-(6S)-6-tert-butyl-N-[rac-(1R)-3-(1-piperidyl)-1-(4-pyrimidin-5-ylphenyl)propyl]-5,6,7,8-tetrahydrothieno[2,3-b]quinoline-2-carboxamide